OC=1C=CC(=NC1)N1CCC(CC1)NC(OC(C)(C)C)=O tert-butyl (1-(5-hydroxypyridin-2-yl)piperidin-4-yl)carbamate